NC1=NC=2C=NC(=CC2C2=C1[C@H](OC2)C)C(=O)N2[C@H](COCC2)C2=CC=C(C=C2)C(F)(F)F ((3R)-4-amino-3-methyl-1,3-dihydrofuro[3,4-c][1,7]naphthyridin-8-yl)((3S)-3-(4-(trifluoromethyl)phenyl)-4-morpholinyl)methanone